(6R,12R)-17-amino-6-hydroxy-12-methyl-6,15-bis(trifluoromethyl)-13,19-dioxa-3,4,18-triazatricyclo[12.3.1.12,5]nonadeca-1(18),2,4,14,16-pentaen-9-one NC1=CC(=C2O[C@@H](CCC(CC[C@@](C3=NN=C(C1=N2)O3)(C(F)(F)F)O)=O)C)C(F)(F)F